tert-butyl 4-(6-((4-bromo-2-(trifluoromethoxy)benzyl)oxy)pyridin-2-yl)piperidine-1-carboxylate BrC1=CC(=C(COC2=CC=CC(=N2)C2CCN(CC2)C(=O)OC(C)(C)C)C=C1)OC(F)(F)F